OCC1CCN(CC1)C1=CC=C(C=N1)C1CNCCC1 3-(6-(4-(hydroxymethyl)piperidin-1-yl)pyridin-3-yl)piperidine